5-benzyl-N-(4-(5-(2-methoxyethoxy)-2-(trifluoromethyl)phenyl)pyridin-2-yl)-4H-1,2,4-triazole-3-carboxamide C(C1=CC=CC=C1)C=1NC(=NN1)C(=O)NC1=NC=CC(=C1)C1=C(C=CC(=C1)OCCOC)C(F)(F)F